Ethyl (S)-3-(4-fluoro-2'-(hex-5-en-1-yl)-4',6'-dimethyl-5-(trifluoromethyl)-[1,1'-biphenyl]-3-yl)-3-((R)-2-hydroxyhex-5-enamido)propanoate FC1=C(C=C(C=C1C(F)(F)F)C1=C(C=C(C=C1C)C)CCCCC=C)[C@H](CC(=O)OCC)NC([C@@H](CCC=C)O)=O